(1-(beta-ethyl)-2,2,6,6-tetramethyl-4-piperidyl)succinic acid CCN1C(CC(CC1(C)C)C(C(=O)O)CC(=O)O)(C)C